2-[4-[5-amino-4-cyano-1-(1-methylcyclopropyl)pyrazol-3-yl]-2,3-difluorophenyl]-N-(3-[3-methylbicyclo[1.1.1]pentan-1-yl]-1,2-oxazol-5-yl)acetamide NC1=C(C(=NN1C1(CC1)C)C1=C(C(=C(C=C1)CC(=O)NC1=CC(=NO1)C12CC(C1)(C2)C)F)F)C#N